(E)-1,3-dichloro-2-(2-methoxyethoxy)-5-(2-methoxyvinyl)benzene ClC1=C(C(=CC(=C1)\C=C\OC)Cl)OCCOC